ClC1=C(C2=C(NC(O[C@@]23CN(CCC3)C(=O)C=3C=NN(C3)CC3=CC=C(OCC(=O)O)C=C3)=O)C=C1)F (R)-2-(4-((4-(6-Chloro-5-fluoro-2-oxo-1,2-dihydrospiro[benzo[d][1,3]oxazine-4,3'-piperidine]-1'-carbonyl)-1H-pyrazol-1-yl)methyl)phenoxy)acetic acid